6-[[5-Chloro-3-(2,2,2-trifluoroethoxy)-2-pyridyl]oxy]-5-methyl-N-(4-methyl-1,1-dioxo-thian-4-yl)-[1,2,4]triazolo[1,5-a]pyridine-2-carboxamide ClC=1C=C(C(=NC1)OC=1C=CC=2N(C1C)N=C(N2)C(=O)NC2(CCS(CC2)(=O)=O)C)OCC(F)(F)F